C(C)N1C2=CC=C(C=C2C=2CC(CCC12)(C)C)CNC1=NC2=C(N1C)C=CC=C2 N-((9-ethyl-3,3-dimethyl-2,3,4,9-tetrahydro-1H-carbazol-6-yl)methyl)-1-methyl-1H-benzo[d]imidazol-2-amine